CC1=NN(C(=C1)C)C1=NN(C(C=C1)=O)CC1CN(C1)C1=NC=2CCCCC2C=C1C#N 2-[3-[[3-(3,5-dimethylpyrazol-1-yl)-6-oxopyridazin-1-yl]methyl]azetidin-1-yl]-5,6,7,8-tetrahydroquinoline-3-carbonitrile